C(C)(C)(C)OC(=O)N1CC2=CC=C(C=C2C1)C1=CSC(=C1)Br 5-(5-bromothiophen-3-yl)isoindoline-2-carboxylic acid tert-butyl ester